4-(3-furylmethoxy)benzaldehyde O1C=C(C=C1)COC1=CC=C(C=O)C=C1